1-(tert-butylsulfinyl)-3-cyclopropylaziridine-2-carboxylic acid C(C)(C)(C)S(=O)N1C(C1C1CC1)C(=O)O